ClC=1C=C(CON=CC2=C(N=C3SC=CN32)C3=CC=C(C=C3)Cl)C=CC1Cl 6-(4-chlorophenyl)imidazo[2,1-b]thiazole-5-carbaldehyde O-(3,4-dichlorobenzyl)oxime